COC(=O)C=1C(=CC(=NC1C)N1[C@@H]2CN([C@H](C1)C2)C(=O)OC(C)(C)C)C tert-butyl (1S,4S)-5-(5-(methoxycarbonyl)-4,6-dimethyl pyridin-2-yl)-2,5-diazabicyclo[2.2.1]heptane-2-carboxylate